C(C)C1=C(C=CC)C=CC=C1 ortho-ethyl-(methyl)styrene